5-amino-N6-[2-(dimethylamino)ethyl]-1-benzofuran-2,6-dicarboxamide NC=1C(=CC2=C(C=C(O2)C(=O)N)C1)C(=O)NCCN(C)C